aluminum bis(ethyl acetate) monoacetylacetate C(C)(=O)OC(C)=O.C(C)CC(=O)[O-].C(C)CC(=O)[O-].[Al+2]